FC=1C=CC(=C(C1)C=1C=C2CC(C(C2=CC1)NC(O[C@@H]1CN2CCC1CC2)=O)(C)C)C (S)-quinuclidin-3-yl (5-(5-fluoro-2-methylphenyl)-2,2-dimethyl-2,3-dihydro-1H-inden-1-yl)carbamate